CC1=CC=C2C=CC(=NC2=C1)CC(O)C1=CC=C(C=C1)[N+](=O)[O-] 2-(7-methylquinolin-2-yl)-1-(4-nitrophenyl)ethanol